1-[4-(4-bromophenyl)piperazin-1-yl]-2-fluoro-2-methylpropan-1-one BrC1=CC=C(C=C1)N1CCN(CC1)C(C(C)(C)F)=O